C1(CC1)CN1C([C@@H](CCCC1)NC(=O)N1CCC(CC1)N1C(NC2=CC=CC=C2C1)=O)=O N-[(3R)-1-(cyclopropylmethyl)-2-oxoazepan-3-yl]-4-(2-oxo-1,4-dihydroquinazolin-3(2H)-yl)piperidine-1-carboxamide